5-(6-(tert-butylamino)-4-(trifluoromethyl)pyridin-3-yl)-N-((2S,3R)-3-hydroxybut-2-yl)-4-((S)-2-methylpyrrolidine-1-carbonyl)thiazole-2-carboxamide C(C)(C)(C)NC1=CC(=C(C=N1)C1=C(N=C(S1)C(=O)N[C@@H](C)[C@@H](C)O)C(=O)N1[C@H](CCC1)C)C(F)(F)F